2-[3-(6-bromo-7-fluoro-1-oxo-2-isoquinolinyl)propyl]pyrazolidine-1-carboxylic acid tert-butyl ester C(C)(C)(C)OC(=O)N1N(CCC1)CCCN1C(C2=CC(=C(C=C2C=C1)Br)F)=O